5-methyl-7-{3-[(5-methyl-1-propyl-1H-pyrazol-3-yl)carbamoyl]azetidin-1-yl}-4-oxo-1-(1,3-thiazol-2-yl)-1,4-dihydro-1,8-naphthyridine-3-carboxylic acid CC1=C2C(C(=CN(C2=NC(=C1)N1CC(C1)C(NC1=NN(C(=C1)C)CCC)=O)C=1SC=CN1)C(=O)O)=O